[Cl-].C(C)(=O)NC1=CC=[N+](C=C1)CC(=O)C1=CC2=C(OC(O2)(C2=CC=CC=C2)C2=CC=CC=C2)C=C1 4-Acetamido-1-(2-(2,2-diphenylbenzo[d][1,3]dioxol-5-yl)-2-oxoethyl)pyridin-1-ium chloride